ethyl chloroisobutyrate ClC(C(=O)OCC)(C)C